(1R,2S,3R)-2-methyl-1-((R)-oxiran-2-yl)pent-4-ene-1,3-diol C[C@H]([C@@H](O)[C@@H]1OC1)[C@@H](C=C)O